CC(CCOC(OCN1C(CC(C2=CC=C(C=C12)OCCCCN1CCN(CC1)C1=CC=CC=2SC=CC21)(C)C)=O)=O)C Carbonic acid 7-[4-(4-benzo[b]thiophen-4-ylpiperazin-1-yl)butoxy]-4,4-dimethyl-2-oxo-3,4-dihydro-2H-quinolin-1-ylmethyl ester 3-methyl-butyl ester